butyltrichlorogermanium C(CCC)[Ge](Cl)(Cl)Cl